Cl.CN(C=1SC2=C(N=NC(=C2)C2=C(C=C(C=C2)C=2C=NNC2)O)N1)C1CCN(CC1)C 2-{6-[methyl-(1-methylpiperidin-4-yl)amino][1,3]thiazolo[4,5-c]pyridazin-3-yl}-5-(1H-pyrazol-4-yl)phenol hydrochloride